COC1=C(C(=CC(=C1)C(F)(F)F)C)C1=CC=C2C(=[N+]1[O-])N=C(O2)NC2CN(CCC2)C(=O)[O-] 3-[[5-[2-methoxy-6-methyl-4-(trifluoromethyl)phenyl]-4-oxido-oxazolo[4,5-b]pyridin-4-ium-2-yl]amino]piperidine-1-carboxylate